4-((3-(4-(difluoromethoxy)-3-fluoro-phenyl)imidazo[1,2-a]pyrazin-8-yl)amino)-N,2-dimethyl-N-(2-(piperidin-4-yl)ethyl)benzamide hydrochloride Cl.FC(OC1=C(C=C(C=C1)C1=CN=C2N1C=CN=C2NC2=CC(=C(C(=O)N(CCC1CCNCC1)C)C=C2)C)F)F